4-cyano-6-(trifluoromethyl)pyridine C(#N)C1=CC=NC(=C1)C(F)(F)F